O=C1NC(CCC1NC(=O)C1=CN(C2=CC=CC=C12)C)=O N-(2,6-dioxo-3-piperidinyl)-1-methyl-indole-3-carboxamide